[6-[(4-cyclobutylthiadiazol-5-yl)methyl]-2,6-diazaspiro[3.3]heptan-2-yl]-[6-(3-cyclopropyl-1H-1,2,4-triazol-5-yl)-2-azaspiro[3.3]heptan-2-yl]methanone C1(CCC1)C=1N=NSC1CN1CC2(CN(C2)C(=O)N2CC3(C2)CC(C3)C3=NC(=NN3)C3CC3)C1